(1s,4s)-4-(3-chloroanilino)-2'-[3-(3-methylpyridin-4-yl)propoxy]-2',3'-dihydrospiro[cyclohexane-1,1'-indene]-4-carboxylic acid ClC=1C=C(NC2(CCC3(C(CC4=CC=CC=C34)OCCCC3=C(C=NC=C3)C)CC2)C(=O)O)C=CC1